(isobutylcarbamoyl)picolinate C(C(C)C)NC(=O)OC(C1=NC=CC=C1)=O